5-(2-Chloro-5-fluoropyrimidin-4-yl)-2,6-dimethyl-3-propan-2-ylthieno[3,2-c]pyrazole ClC1=NC=C(C(=N1)C1=C(C2=NN(C(=C2S1)C(C)C)C)C)F